5-((4-Isopropylindolin-1-yl)sulfonyl)isoquinolin-1(2H)-one C(C)(C)C1=C2CCN(C2=CC=C1)S(=O)(=O)C1=C2C=CNC(C2=CC=C1)=O